11-dodecen-1-ol C(CCCCCCCCCC=C)O